C1C[C@H](N(C1)C(=O)CNC(=O)[C@H](CC(=O)O)N)C(=O)O The molecule is a tripeptide composed of L-aspartic acid, glycine, and L-proline units joined in sequence. It derives from a L-aspartic acid, a glycine and a L-proline.